O=C1NC(=NC2=C1CN(CCC2)C(=O)OC(C)(C)C)C2(CC2)C2=CC(=CC=C2)OC(F)(F)F tert-butyl 4-oxo-2-(1-(3-(trifluoromethoxy)phenyl) cyclopropyl)-3,4,5,7,8,9-hexahydro-6H-pyrimido[5,4-c]azepine-6-carboxylate